3,9-dimethyl-3,4,7,18-tetraazatricyclo[12.3.1.02,6]Octadeca-1(18),2(6),4,14,16-pentaen-8-one trifluoroacetate salt FC(C(=O)O)(F)F.CN1C=2C=3C=CC=C(CCCCC(C(NC2C=N1)=O)C)N3